O[C@@H]([C@@H](C(=O)N[C@@H](CC(C)C)B1OC([C@@H]2CNC[C@@H](C(O1)=O)N2C)=O)NC(C2=NC(=CC=C2)C2=CC=CC=C2)=O)C N-((2S,3R)-3-hydroxy-1-(((R)-3-methyl-1-((1S,7S)-11-methyl-2,6-dioxo-3,5-dioxa-9,11-diaza-4-borabicyclo[5.3.1]undecan-4-yl)butyl)amino)-1-oxobutan-2-yl)-6-phenylpicolinamide